CO\N=C\1/CCC=2C1=NC(=CC2)Cl (E)-2-chloro-5,6-dihydro-7H-cyclopenta[b]pyridin-7-one O-methyl oxime